DIHYDRO-PYRROLO-PYRIMIDIN N1CNC=C2C1=CC=N2